2-(2-oxo-2,3-dihydro-1H-benzo[d]imidazol-1-yl)acetic acid O=C1NC2=C(N1CC(=O)O)C=CC=C2